N-cyclopropyl-3-[1-(2-hydroxymethyl-thiazol-4-yl)-1H-pyrazol-4-yl]-4-methyl-benzamide C1(CC1)NC(C1=CC(=C(C=C1)C)C=1C=NN(C1)C=1N=C(SC1)CO)=O